2-((7-(1-(adamantan-1-ylmethyl)-5-methyl-1H-pyrazol-4-yl)-8-(methoxycarbonyl)imidazo[1,2-a]pyridin-3-yl)amino)benzoic acid C12(CC3CC(CC(C1)C3)C2)CN2N=CC(=C2C)C2=C(C=3N(C=C2)C(=CN3)NC3=C(C(=O)O)C=CC=C3)C(=O)OC